CN(C(=O)[C@@H]1CN(CC[C@H]1NC(=O)C1=NOC(=C1)C1=C(C=C(C=C1)F)F)CCC(C)(C)C)C (3R,4R)-4-{[5-(2,4-difluoro-phenyl)-isoxazole-3-carbonyl]-amino}-1-(3,3-dimethyl-butyl)-piperidine-3-carboxylic acid dimethylamide